4-(6-chloro-2-(2-(pyridine-2-yl)ethoxy)pyrimidine-4-yl)morpholine ClC1=CC(=NC(=N1)OCCC1=NC=CC=C1)N1CCOCC1